ClC1=C(C(=CC=C1C1CC1)Cl)[C@@H](C)N1C=NC=2C=NC(=CC21)C2=C(C=C(C=C2)C2=CC=NN2)C(C(=O)O)C 2-(2-(1-((R)-1-(2,6-dichloro-3-cyclopropylphenyl)ethyl)-1H-imidazo[4,5-c]pyridin-6-yl)-5-(1H-pyrazol-5-yl)phenyl)propionic acid